(2,2,6,6-tetramethylpiperidin-4-yl)oxy-1,3,4-thiadiazole CC1(NC(CC(C1)OC=1SC=NN1)(C)C)C